C1(CC1)C=1SC(=CN1)C=1C=C(NCC23CCC(CC2)(CC3)C3=CC(=C(C=C3)OC)C)C=CC1 3-(2-Cyclopropylthiazol-5-yl)-N-((4-(4-methoxy-3-methylphenyl)bicyclo[2.2.2]octan-1-yl)methyl)aniline